5-(2-(((R)-1-(2-aminopyridin-3-yl)ethyl)amino)ethoxy)-7-(6-(bis(4-methoxybenzyl)amino)-4-methyl-3-(trifluoromethyl)pyridin-2-yl)-8-chloro-8-fluoroquinazolin-4(3H)-one NC1=NC=CC=C1[C@@H](C)NCCOC1=C2C(NCN=C2C(C(=C1)C1=NC(=CC(=C1C(F)(F)F)C)N(CC1=CC=C(C=C1)OC)CC1=CC=C(C=C1)OC)(F)Cl)=O